2-[4-(1-fluorocyclopropyl)phenyl]-4,4,5,5-tetramethyl-1,3,2-dioxaborolane FC1(CC1)C1=CC=C(C=C1)B1OC(C(O1)(C)C)(C)C